2'-ethoxy-N-[(3R)-pyrrolidin-3-yl]-5-({2-[2-(trifluoromethyl)thiophene-3-carbonyl]-2-azaspiro[3.3]heptan-6-yl}oxy)-[2,3'-bipyridine]-6-carboxamide C(C)OC1=NC=CC=C1C1=NC(=C(C=C1)OC1CC2(CN(C2)C(=O)C2=C(SC=C2)C(F)(F)F)C1)C(=O)N[C@H]1CNCC1